1-(1,3-Dithian-2-yl)-2-(6-methoxynaphthalen-2-yl)-3-(4-methoxyphenyl)prop-2-en-1-one S1C(SCCC1)C(C(=CC1=CC=C(C=C1)OC)C1=CC2=CC=C(C=C2C=C1)OC)=O